silicon amino isocyanate NN=C=O.[Si]